N-(cyanomethyl)-1-((4-methoxy-3-((2-methoxyphenyl)sulfonamido)benzo[d]isoxazol-6-yl)methyl)-1H-pyrazole-4-carboxamide C(#N)CNC(=O)C=1C=NN(C1)CC1=CC2=C(C(=NO2)NS(=O)(=O)C2=C(C=CC=C2)OC)C(=C1)OC